(3S)-3-{4'-chloro-4-fluoro-2',5,6'-trimethyl-[1,1'-biphenyl]-3-yl}-3-[(2S)-4-methyl-2-{[6-(4-methylpiperazin-1-yl)pyridin-2-yl]formamido}pentanamido]propanoic acid ClC1=CC(=C(C(=C1)C)C1=CC(=C(C(=C1)C)F)[C@H](CC(=O)O)NC([C@H](CC(C)C)NC(=O)C1=NC(=CC=C1)N1CCN(CC1)C)=O)C